C(C)(C)(C)OC(=O)NC(C(=O)[O-])CCC1C(OC(OC1=O)(C)C)=O (tert-butoxycarbonyl)amino-4-(2,2-dimethyl-4,6-dioxo-1,3-dioxan-5-yl)butanoate